CSCCN1C=[N+](C=C1)CCSC 1,3-bis(2-methylthioethyl)imidazolium